CC1(C(CCC1)NC1=NC(=NC=C1C=O)SC)C 4-(2,2-dimethylcyclopentylamino)-2-(methylthio)pyrimidine-5-carbaldehyde